N-((4-((Dimethylamino)methyl)phenyl)sulfonyl)-2-(4-fluoro-2,6-diisopropylphenyl)acetamide, 2,2,2-trifluoroacetate salt FC(C(=O)O)(F)F.CN(C)CC1=CC=C(C=C1)S(=O)(=O)NC(CC1=C(C=C(C=C1C(C)C)F)C(C)C)=O